3-(3-methyl-5-{4-[(3R)-3-(methylamino)pyrrolidin-1-yl]phenyl}-2-oxo-1,3-benzodiazol-1-yl)piperidine-2,6-dione CN1C(N(C2=C1C=C(C=C2)C2=CC=C(C=C2)N2C[C@@H](CC2)NC)C2C(NC(CC2)=O)=O)=O